2-chloro-7-ethyl-7-methylfuro[3,4-d]pyrimidin-5(7H)-one ClC=1N=CC2=C(N1)C(OC2=O)(C)CC